N-(6-(((S)-1-((2S,4R)-4-hydroxy-2-(((S)-1-(4-(4-methylthiazol-5-yl)phenyl)ethyl)carbamoyl)pyrrolidin-1-yl)-3,3-dimethyl-1-oxobutan-2-yl)amino)-6-oxohexyl)picolinamide O[C@@H]1C[C@H](N(C1)C([C@H](C(C)(C)C)NC(CCCCCNC(C1=NC=CC=C1)=O)=O)=O)C(N[C@@H](C)C1=CC=C(C=C1)C1=C(N=CS1)C)=O